C(C)N(C(C1=C(C=C(C(=C1)C(C)C)O)O)=O)C1=CC=NC=C1 N-ethyl-2,4-dihydroxy-5-isopropyl-N-(pyridin-4-yl)benzamide